4-[4-[4-[(tert-butoxycarbonylamino)methyl]-3-methyl-phenyl]pyrrolo[2,1-f][1,2,4]triazin-6-yl]butyl acetate C(C)(=O)OCCCCC=1C=C2C(=NC=NN2C1)C1=CC(=C(C=C1)CNC(=O)OC(C)(C)C)C